(N-Boc-amino) propyl-(5-bromo-3-cyanobenzyl) ether C(CC)C(C1=CC(=CC(=C1)Br)C#N)ONC(=O)OC(C)(C)C